CN1CCN(CC1)CC=1C=C2C(=NC1)NC=C2C2=CC=1N(C=C2)N=CC1C(=O)N1CCOCC1 (5-(5-((4-methylpiperazin-1-yl)methyl)-1H-pyrrolo[2,3-b]pyridin-3-yl)pyrazolo[1,5-a]pyridin-3-yl)(morpholino)methanone